BrC1=CC(=C(C=C1)NC(=O)NCC(OC)OC)Cl 1-(4-bromo-2-chlorophenyl)-3-(2,2-dimethoxyethyl)urea